C(C1=CC=CC=C1)OC1=C2C=CCC2=CC(=C1Br)C 4-benzyloxy-5-bromo-6-methyl-indene